dimethoxy(methyl)octyl-silicon CO[Si](CCCCCCCC)(C)OC